C(C1=CC=CC=C1)OC(C[C@H](NC(=O)OCC=C)C(=O)O)=O N-(allyloxycarbonyl)aspartic acid 4-benzyl ester